N-(4-amino-1-((2-(trimethylsilyl)ethoxy)methyl)-1H-pyrazolo[4,3-c]pyridin-7-yl)-2-((2R,5S)-5-methyl-2-(pyridin-3-yl)piperidin-1-yl)-2-oxoacetamide NC1=NC=C(C2=C1C=NN2COCC[Si](C)(C)C)NC(C(=O)N2[C@H](CC[C@@H](C2)C)C=2C=NC=CC2)=O